N[C@@H](CO)COC1CC1 (2S)-2-amino-3-(cyclopropoxy)propan-1-ol